(2Z,3E)-6'-bromo-3-((2-(2-(2-hydroxyethoxy)ethoxy)ethoxy)imino)-[2,3'-biindolinylidene]-2'-one BrC1=CC=C2/C(/C(NC2=C1)=O)=C\1/NC2=CC=CC=C2/C1=N\OCCOCCOCCO